2-(5-methylpyridin-2-yl)cyclopropyl-methanol CC=1C=CC(=NC1)C1C(C1)CO